FC(C=1N=C(SC1)NC1=CC=C(C=C1)[C@@H](C)C1=NC=NN1)(F)F 5-[(1R)-1-(4-{[4-(trifluoromethyl)-1,3-thiazol-2-yl]amino}phenyl)ethyl]-1H-1,2,4-triazol